ClC1=C(C=C(C=C1)O)[C@@H]1COCCCN1 |r| (+-)-4-chloro-3-(1,4-oxazepan-3-yl)phenol